1,3-dipropylpiperidinium triflate [O-]S(=O)(=O)C(F)(F)F.C(CC)[NH+]1CC(CCC1)CCC